6-bromo-4-((4-methoxybenzyl)oxy)pyrazolo[1,5-a]pyridine-3-carbonitrile BrC=1C=C(C=2N(C1)N=CC2C#N)OCC2=CC=C(C=C2)OC